Cl[P@]1(OC[C@@H]2[C@@H](O1)[C@H]([C@@H](O2)N2C1=NC=NC(=C1N=C2)Cl)OC)=O (2S,4aR,6R,7R,7aR)-2-chloro-6-(6-chloro-9H-purin-9-yl)-7-methoxytetrahydro-4H-furo[3,2-d][1,3,2]dioxaphosphinine 2-oxide